tert.butyl-hydroxytoluene C(C)(C)(C)C(C1=CC=CC=C1)O